2-((3-cyano-6-(2,4-dimethoxyphenyl)-4-(trifluoromethyl)pyridin-2-yl)thio)-2-phenylacetic acid C(#N)C=1C(=NC(=CC1C(F)(F)F)C1=C(C=C(C=C1)OC)OC)SC(C(=O)O)C1=CC=CC=C1